ClC1=C(CC2C[C@H](NC2)C(=O)O)C=CC=C1 γ-(2-chloro-benzyl)-proline